C(C)(C)(C)C=1C=C(C(=C(C1)C1=CC=CC=C1)N1C(=NC2=C1C=CC=C2)C2=CC=CC1=C2OC2=C1C=CC=C2)C2=CC=CC=C2 1-(5'-(tert-butyl)-[1,1':3',1''-terphenyl]-2'-yl)-2-(dibenzo[b,d]furan-4-yl)-1H-benzo[d]imidazole